Benzylaminopyridinyl-1H-benzo[d]imidazol-2(3H)-one C(C1=CC=CC=C1)NN1C(N(C2=C1C=CC=C2)C2=NC=CC=C2)=O